ClC=1C(=C(C=CC1)CNC(=O)[C@H]1N(C[C@@H](C1)F)C(CN1C=CC2=C1N=CC1=C2NC(NC1)=O)=O)F (2S,4R)-N-(3-chloro-2-fluorophenylmethyl)-4-fluoro-1-(2-(2-oxo-3,4-dihydro-1H-pyrrolo[3',2':5,6]pyrido[4,3-d]pyrimidin-7(2H)-yl)acetyl)pyrrolidine-2-carboxamide